(R)-5-chloro-2-(6-fluoro-1-methyl-5-((1-methylpyrrolidin-3-yl)amino)-1H-imidazo[4,5-b]pyridin-2-yl)-3-methylphenol formate Salt C(=O)O.ClC=1C=C(C(=C(C1)O)C=1N(C=2C(=NC(=C(C2)F)N[C@H]2CN(CC2)C)N1)C)C